2-oxo-1'-[2-({2-oxo-1-[(cis)-3-hydroxy-3-methylcyclobutyl]-7-(trifluoromethyl)-2,3-dihydro-1H-1,3-benzodiazol-5-yl}oxy)ethyl]-1,2-dihydrospiro[indole-3,4'-piperidine]-5-carbonitrile O=C1NC2=CC=C(C=C2C12CCN(CC2)CCOC2=CC1=C(N(C(N1)=O)C1CC(C1)(C)O)C(=C2)C(F)(F)F)C#N